NC=1C2=C(N=CN1)C(=CC(=N2)C=2C=C(C=CC2)C#C[C@]2(C(N(CC2)C)=O)O)C=2OC=CC2 (R)-3-((3-(4-amino-8-(furan-2-yl)pyrido[3,2-d]pyrimidin-6-yl)phenyl)ethynyl)-3-hydroxy-1-methylpyrrolidin-2-one